FC(C=1C(=C(C=O)C=CC1)O)(F)F 3-(trifluoromethyl)-2-hydroxybenzaldehyde